N-((3-bromopyridin-3-yl)methylene)-2-methylpropan-2-sulfinamide BrC1(CN=CC=C1)C=NS(=O)C(C)(C)C